1-iodo-1-nonene IC=CCCCCCCC